N-(6-(difluoromethyl)pyridin-3-yl)-4-hydroxy-6-(1H-imidazol-1-yl)pyrimidine-2-carboxamide FC(C1=CC=C(C=N1)NC(=O)C1=NC(=CC(=N1)O)N1C=NC=C1)F